5-(4-(2-methoxyethyl)piperazine-1-carboxamido)-1H-indazole-3-carboxamide COCCN1CCN(CC1)C(=O)NC=1C=C2C(=NNC2=CC1)C(=O)N